ClC=1C=CC=C(C1OC=1C=C2C(=CC(=NC2=CC1)C1CCC(CC1)(F)F)C)Cl 3,5-dichloro-4-((2-(4,4-difluorocyclohexyl)-4-methylquinolin-6-yl)oxy)benzene